(S)-5-(3-(((2,2-difluoroethyl)amino)methyl)pyrrolidin-1-yl)-N-(2,8-dimethylimidazo[1,2-a]pyrazin-6-yl)pyrazine-2-carboxamide FC(CNC[C@H]1CN(CC1)C=1N=CC(=NC1)C(=O)NC=1N=C(C=2N(C1)C=C(N2)C)C)F